7-chloro-3-(3,5-dimethoxyphenyl)-1,8-naphthyridin-2-amine ClC1=CC=C2C=C(C(=NC2=N1)N)C1=CC(=CC(=C1)OC)OC